2'-(1H-1,3-benzodiazol-2-yl)-5'-fluoro-4-{[(1R)-1-phenylbutyl]carbamoyl}-[1,1'-biphenyl]-2-carboxylic acid N1C(=NC2=C1C=CC=C2)C2=C(C=C(C=C2)F)C=2C(=CC(=CC2)C(N[C@H](CCC)C2=CC=CC=C2)=O)C(=O)O